1-{(R)-3-[1-(2-hydroxyethyl)-4-pyrazolylamino]-1-oxa-8-aza-8-spiro[4.5]decyl}-2-(4-chloro-2-methoxyphenyl)-1-ethanone OCCN1N=CC(=C1)N[C@H]1COC2(C1)CCN(CC2)C(CC2=C(C=C(C=C2)Cl)OC)=O